5-(4-(2-Methoxyethoxy)piperidin-1-yl)-3-methyl-1H-pyrazolo[3,4-c]pyridine COCCOC1CCN(CC1)C=1C=C2C(=CN1)NN=C2C